6'-Cyclopropyl-N4-{[1-(methoxymethyl)cyclohexyl]methyl}-N4-methyl-5-nitro-5'-(trifluoromethyl)[2,3'-bipyridine]-4,6-diamine C1(CC1)C1=C(C=C(C=N1)C1=NC(=C(C(=C1)N(C)CC1(CCCCC1)COC)[N+](=O)[O-])N)C(F)(F)F